C(C)[Si](OC(C)C)(C)CC di(ethyl)-methyl-isopropoxysilane